N-((1-(4-(5-(trifluoromethyl)-1,2,4-oxadiazol-3-yl)phenyl)-1H-pyrazol-4-yl)methyl)ethanesulfonamide sec-butyl-methacrylate C(C)(CC)OC(C(=C)C)=O.FC(C1=NC(=NO1)C1=CC=C(C=C1)N1N=CC(=C1)CNS(=O)(=O)CC)(F)F